4-bromo-1-(difluoromethyl)-1H-pyrazole-5-carboxylic acid BrC=1C=NN(C1C(=O)O)C(F)F